P(=O)(O)(O)OC[C@@H]1[C@H]([C@H]([C@@H](O1)N1C=NC=2C(=O)NC(N)=NC12)O)O Guanosin-monophosphat